1-(4-bromophenyl)-3-[4-ethyl-2,5-dioxo-4-(2-phenylethyl)imidazolidin-1-yl]urea BrC1=CC=C(C=C1)NC(=O)NN1C(NC(C1=O)(CCC1=CC=CC=C1)CC)=O